4-((S)-2-(dimethylamino)-3-((1R,2S)-2-methyl-2-phenylcyclopropane-1-carboxamido)propyl)-2,6-difluoro-N-methylbenzamide CN([C@@H](CC1=CC(=C(C(=O)NC)C(=C1)F)F)CNC(=O)[C@H]1[C@](C1)(C1=CC=CC=C1)C)C